3-[[(1R)-1-[2-(5-tert-butoxycarbonyl-6,7-dihydro-4H-pyrazolo[1,5-a]pyrazin-3-yl)-3,6-dimethyl-4-oxo-benzopyran-8-yl]ethyl]amino]-6-chloro-pyridine-2-carboxylic acid C(C)(C)(C)OC(=O)N1CC=2N(CC1)N=CC2C=2OC1=C(C(C2C)=O)C=C(C=C1[C@@H](C)NC=1C(=NC(=CC1)Cl)C(=O)O)C